[N+](=O)([O-])C1=C(C=CC=C1)S(=O)(=O)Cl 2-nitrophenylsulfonyl chloride